N-(3-cyano-4-fluorobenzyl)-6-fluoro-4-oxospiro[thiochromane-2,4'-piperidine]-1'-carboxamide C(#N)C=1C=C(CNC(=O)N2CCC3(CC2)SC2=CC=C(C=C2C(C3)=O)F)C=CC1F